C(C)(C)(C)N1N=CC(=C1F)NC(C1=CC(=C(C=C1)C)C=1C=C(C=2N(C1)C(=CN2)F)N2CCOCC2)=O N-(1-(Tert-butyl)-5-fluoro-1H-pyrazol-4-yl)-3-(3-fluoro-8-morpholinoimidazo[1,2-a]pyridin-6-yl)-4-methylbenzamide